COC(C1=CC(=C(C=C1)I)OCCCCCO[Si](C)(C)C(C)(C)C)=O.ClC=1C=C(C=C(C1)Cl)C=1N=C(NC1C)CC1=CC2=CC=CC=C2C=C1 4-(3,5-dichlorophenyl)-5-methyl-2-(2-naphthylmethyl)imidazole methyl-3-{5-[(tert-butyl)bis(methyl)siloxy]pentyloxy}-4-iodobenzoate